N-hydroxy-1-(4-(trifluoromethyl)phenyl)cyclopropane-1-carboximidamide ONC(=N)C1(CC1)C1=CC=C(C=C1)C(F)(F)F